(S)-9-((S)-2-Methoxy-2-phenylethyl)-2-((R)-3-methylmorpholin-4-yl)-8-trifluoromethyl-6,7,8,9-tetrahydro-pyrimido[1,2-a]-pyrimidin-4-one CO[C@H](CN1[C@@H](CCN2C1=NC(=CC2=O)N2[C@@H](COCC2)C)C(F)(F)F)C2=CC=CC=C2